N[C@@H]1C2=C(OC13CCN(CC3)C3=NC(=C(C(=N3)C(=O)N)C3=C(C(=CC=C3)Cl)Cl)C)C=CC=C2 2-[(3R)-3-amino-3H-spiro[1-benzofuran-2,4'-piperidin]-1'-yl]-5-(2,3-dichlorophenyl)-6-methylpyrimidine-4-carboxamide